((1S)-(7-(((4-(((benzyloxy)carbonyl)amino)pentyl)amino)methyl)imidazo[1,2-b]pyridazin-2-yl)(4,4-difluorocyclohexyl)methyl)carbamate C(C1=CC=CC=C1)OC(=O)NC(CCCNCC1=CC=2N(N=C1)C=C(N2)[C@H](C2CCC(CC2)(F)F)NC([O-])=O)C